C(CCC)N1C=C(CC=C1)C(=O)N 1-butyl-1,4-dihydropyridine-3-carboxamide